(biphenylyl)(dibenzothiophenylphenyl)(spirobifluorenyl)amine C1(=C(C=CC=C1)N(C=1C2(C3=CC4=CC=CC=C4C3=CC1)C=CC=C1C3=CC=CC=C3C=C12)C1=C(C=CC=C1)C1=CC=CC=2SC3=C(C21)C=CC=C3)C3=CC=CC=C3